C1(=CC=CC=C1)C(N(CCN)CC)C1=CC=CC=C1 N'-diphenylmethylethylethylenediamine